(3S,4S)-8-(6-((6-amino-1H-pyrrolo[2,3-b]pyridin-4-yl)thio)pyrido[2,3-b]pyrazin-2-yl)-3-methyl-2-oxa-8-azaspiro[4.5]decan-4-amine NC1=CC(=C2C(=N1)NC=C2)SC=2C=CC=1C(=NC=C(N1)N1CCC3([C@@H]([C@@H](OC3)C)N)CC1)N2